N-((R)-1-hydroxybut-2-yl)-6-methoxy-5-((E)-2-(trans-4-(trifluoromethyl)cyclohexyl)vinyl)pyridazine-3-carboxamide OC[C@@H](CC)NC(=O)C=1N=NC(=C(C1)\C=C\[C@@H]1CC[C@H](CC1)C(F)(F)F)OC